C(C)(C)NC(=O)C1=CC(=NN1[C@@H](C)C1=CC=CC=C1)C(=O)NC (S)-N5-isopropyl-N3-methyl-1-(1-phenylethyl)-1H-pyrazole-3,5-dicarboxamide